FC1=C(N(C=2C1=NC=C(C2)C(F)(F)F)COCC[Si](C)(C)C)I 3-fluoro-2-iodo-6-(trifluoromethyl)-1-{[2-(trimethylsilyl)ethoxy]methyl}-1H-pyrrolo[3,2-b]pyridine